(2S,3S)-1,2,3-Undecanetriol C([C@@H]([C@H](CCCCCCCC)O)O)O